BrC=1C=CC(=NC1C)NC1=CNC2=CC=CC=C12 N-(5-bromo-6-methylpyridin-2-yl)-1H-indol-3-amine